N-(6-hydroxyhexyl)pyrrole OCCCCCCN1C=CC=C1